FC(OC1=CC(=NN1)NC1=CN=CC(=N1)O[C@H]1[C@](CN(CC1)C(=O)OC(C)(C)C)(C)F)F tert-butyl (3R,4R)-4-((6-((5-(difluoromethoxy)-1H-pyrazol-3-yl)amino)pyrazin-2-yl)oxy)-3-fluoro-3-methylpiperidine-1-carboxylate